CN1C(=NC=2C1=C1C(=NC2N)C=C(S1)C1=NNC=C1)CCCN1CCCC1 1-methyl-7-(1H-pyrazol-3-yl)-2-(3-(pyrrolidin-1-yl)propyl)-1H-imidazo[4,5-d]thieno[3,2-b]pyridin-4-amine